N-((1R,2S,5R)-5-(tert-butylamino)-2-((S)-2-oxo-3-((2-(piperidin-4-ylamino)-6-(trifluoromethyl)quinazolin-4-yl)amino)pyrrolidin-1-yl)cyclohexyl)acetamide C(C)(C)(C)N[C@@H]1CC[C@@H]([C@@H](C1)NC(C)=O)N1C([C@H](CC1)NC1=NC(=NC2=CC=C(C=C12)C(F)(F)F)NC1CCNCC1)=O